4H,6H,7H-thieno[3,2-c]Pyran-3-carboxylic acid ethyl ester C(C)OC(=O)C1=CSC2=C1COCC2